(6-(3-(1H-indol-6-yl)ureido)-2,3-dihydro-4H-benzo[b][1,4]oxazin-4-yl)-2-phenylacetamide N1C=CC2=CC=C(C=C12)NC(NC1=CC2=C(OCCN2C(C(=O)N)C2=CC=CC=C2)C=C1)=O